COC1=C(C=C2C(=NC=NC2=C1)NC=1C(=CC2=C(OC3=C2C=CC=C3)C1)OC)OC1CCN(CC1)C(C=C)=O 1-(4-((7-methoxy-4-((2-methoxydibenzo[b,d]furan-3-yl)amino)quinazolin-6-yl)oxy)piperidin-1-yl)prop-2-en-1-one